ClC=1CCCC2N(COC21)C=2C=C1N=CC=NC1=CC2 7-chloro-3-(quinoxalin-6-yl)-3,3a,4,5-tetrahydro-2H-benzoxazole